Cl.C(C1=CC=CC=C1)SC1=CC=C(C=C1)NC([C@H](CC1=CC=CC=C1)NC)=O (S)-N-(4-(benzylthio)phenyl)-2-(methylamino)-3-phenylpropanamide hydrochloride